di(isobutyl) pentyl phosphate P(=O)(OCC(C)C)(OCC(C)C)OCCCCC